N1CC(C1)OCCCC1=NC=2C(=C3C(=NC2N)C=C(S3)C3=NNC=C3)N1C 2-(3-(azetidin-3-yloxy)propyl)-1-methyl-7-(1H-pyrazol-3-yl)-1H-imidazo[4,5-d]thieno[3,2-b]pyridin-4-amine